ClC=1C=C2C(=C(C(=NC2=CC1)C)C(=O)O)C1=CC=CC=C1 6-chloro-2-methyl-4-phenylquinoline-3-carboxylic acid